1,1'-bis(diphenylphosphinyl)ferrocene palladium dichloride [Pd](Cl)Cl.C1(=CC=CC=C1)P(=O)([C-]1C=CC=C1)C1=CC=CC=C1.[C-]1(C=CC=C1)P(=O)(C1=CC=CC=C1)C1=CC=CC=C1.[Fe+2]